NC=1C(NC=2C3=C(C(=CC2C1C1=C2C=NNC2=C(C=C1)F)Br)C=NS3)=O 7-Amino-4-bromo-6-(7-fluoro-1H-indazol-4-yl)-9H-[1,2]thiazolo[4,5-h]quinolin-8-one